F[P-](F)(F)(F)(F)F.F[P-](F)(F)(F)(F)F.[Ru+2].N1=C(C=CC=C1)C1=NC=CC=C1.N1=C(C=CC=C1)C1=NC=CC=C1.N1=C(C=CC=C1)C1=NC=CC=C1 tris-(2,2'-bipyridine) ruthenium bis-(hexafluorophosphate)